FC=1C=2N(C=C(C1)C=1N=CC3=C(N1)C=CN(C3=O)C3C[C@H](N([C@H](C3)C)C(=O)OC(C)(C)C)C)C=C(N2)C tert-butyl (2R,6S)-4-[2-(8-fluoro-2-methyl-imidazo[1,2-a]pyridin-6-yl)-5-oxo-pyrido[4,3-d]pyrimidin-6-yl]-2,6-dimethyl-piperidine-1-carboxylate